(R)-6-(4-(2-methoxyphenyl)piperidin-1-yl)-2-(3-methylpyrazin-2-yl)-2-azaspiro[3.4]octane COC1=C(C=CC=C1)C1CCN(CC1)[C@H]1CC2(CN(C2)C2=NC=CN=C2C)CC1